7,8-dichloro-6-(2,6-difluorophenyl)-4-methyl-4H-[1,2,4]triazolo[1,5-a][1,4]benzodiazepine-2-carboxylic acid ClC1=C(C=CC2=C1C(=NC(C=1N2N=C(N1)C(=O)O)C)C1=C(C=CC=C1F)F)Cl